tert-Butyl 4-(5-methyl-4-nitro-pyrazol-1-yl)piperidine-1-carboxylate CC1=C(C=NN1C1CCN(CC1)C(=O)OC(C)(C)C)[N+](=O)[O-]